NC1=NC=NN2C1=C(C=C2C2CN(CC2)C(C=C)=O)C#CC2=CC(=NC(=C2)OC)OC 1-(3-(4-amino-5-((2,6-dimethoxypyridin-4-yl)ethynyl)pyrrolo[2,1-f][1,2,4]triazin-7-yl)pyrrolidin-1-yl)prop-2-en-1-one